(azetidin-3-ylidene)acetonitrile hydrochloride salt Cl.N1CC(C1)=CC#N